CNCCC(O)C1=CC=C(C=C1)OCCCN1CCCC1 3-(methylamino)-1-[4-(3-(pyrrolidin-1-yl)propoxy)phenyl]propan-1-ol